2-isopropyl-4-methyl-8-(6-methyl-7-oxo-6,7-dihydro-1H-pyrrolo[2,3-c]pyridin-4-yl)-3-oxo-3,4-dihydro-2H-1,4-benzoxazine-6-carbonitrile C(C)(C)C1OC2=C(N(C1=O)C)C=C(C=C2C=2C1=C(C(N(C2)C)=O)NC=C1)C#N